IC1=C(C=CC=C1)N(C(OC(C)(C)C)=O)CC1=C(C=C(C=C1C)C)C Tert-butyl (2-iodophenyl)(2,4,6-trimethylbenzyl)carbamate